C1(CC1)OC1=C(C#N)C=C(C=C1OCOCCOC)F 2-(cyclopropoxy)-5-fluoro-3-(2-methoxyethoxymethoxy)benzonitrile